methyl 2-(methoxymethyl)benzoate COCC1=C(C(=O)OC)C=CC=C1